[Si].[Hf].[Cr] chromium hafnium silicon